6-(1-(2-isopropyl-2-azaspiro[3.3]heptan-6-yl)piperidin-4-yl)-1,4-dimethyl-2-(4-(methylsulfonyl)phenyl)-1H-benzo[d]imidazole C(C)(C)N1CC2(C1)CC(C2)N2CCC(CC2)C=2C=C(C1=C(N(C(=N1)C1=CC=C(C=C1)S(=O)(=O)C)C)C2)C